bis(aminomethyl) Disulfide NCSSCN